2-Chloro-5-fluoro-pyrimidin-4-amine ClC1=NC=C(C(=N1)N)F